C(C)(=O)O[C@@H]1[C@@H]([C@H]([C@H](OC2[C@H](O)[C@H](O)[C@@H](O)[C@@H](O2)C)O[C@@H]1C)O)O l-rhamnopyranosyl-(1→2) 4-O-acetyl-β-d-fucopyranoside